tert-butyl 4-[2-[5-bromo-4-(4-fluorophenyl)-2-(trifluoromethyl)imidazol-1-yl]acetyl]piperazine-1-carboxylate BrC1=C(N=C(N1CC(=O)N1CCN(CC1)C(=O)OC(C)(C)C)C(F)(F)F)C1=CC=C(C=C1)F